NC1=CC(=C2C(N(CCCCC[C@@](C3=NN=C(C1=N2)O3)(C(F)(F)F)O)CC3=C(C=C(C=C3)F)F)=O)C(F)(F)F (6R)-17-amino-12-[(2,4-difluorophenyl)methyl]-6-hydroxy-6,15-bis(trifluoromethyl)-19-oxa-3,4,12,18-tetrazatricyclo[12.3.1.12,5]nonadeca-1(18),2,4,14,16-pentaen-13-one